N-((1r,4r)-4-(difluoromethyl)cyclohexyl)-2-(1H-imidazol-1-yl)pyrimidine-4-carboxamide FC(C1CCC(CC1)NC(=O)C1=NC(=NC=C1)N1C=NC=C1)F